CC1=C(C=NC(=C1)C)S(=O)(=O)N1CC2(C1)CC(CC2)N2CCOCC2 4-(2-((4,6-dimethylpyridin-3-yl)sulfonyl)-2-azaspiro[3.4]oct-6-yl)morpholine